Ethyl 1-(3-bromophenyl)-4-nitro-pyrazole-3-carboxylate BrC=1C=C(C=CC1)N1N=C(C(=C1)[N+](=O)[O-])C(=O)OCC